1-((1R,4S)-7,7-dimethyl-2-oxobicyclo[2.2.1]heptan-1-yl)-N-(6-((2-(2,6-dioxopiperidin-3-yl)-1-oxoisoindolin-4-yl)thio)hexyl)methanesulfonamide CC1([C@]2(C(C[C@@H]1CC2)=O)CS(=O)(=O)NCCCCCCSC2=C1CN(C(C1=CC=C2)=O)C2C(NC(CC2)=O)=O)C